tert-butyl N-[(1R,3S)-3-[6-(5-methylisoxazol-4-yl)-[1,2,4]triazolo[4,3-a]pyridin-3-yl]cyclohexyl]carbamate CC1=C(C=NO1)C=1C=CC=2N(C1)C(=NN2)[C@@H]2C[C@@H](CCC2)NC(OC(C)(C)C)=O